C(C)(=O)N1CCN(CC1)C1=CC=C(C=C1)C1=C(C=C(C=C1)Cl)N1CC(CCC1)N1N=CC(=C1C(F)(F)F)C(=O)O 1-[1-[2-[4-(4-acetylpiperazin-1-yl)phenyl]-5-chloro-phenyl]-3-piperidinyl]-5-(trifluoromethyl)pyrazole-4-carboxylic acid